tert-butyl 2-(2-fluorophenyl)-3-(pyridin-4-yl)-6,7-dihydropyrazolo[1,5-a]pyrazine-5(4H)-carboxylate FC1=C(C=CC=C1)C1=NN2C(CN(CC2)C(=O)OC(C)(C)C)=C1C1=CC=NC=C1